6-Bromo-N-(5-cyano-4-((2-methoxyethyl)amino)pyridin-2-yl)-5-formyl-1-(2-morpholinoethyl)-1H-pyrrolo[3,2-b]pyridine-3-carboxamide BrC=1C=C2C(=NC1C=O)C(=CN2CCN2CCOCC2)C(=O)NC2=NC=C(C(=C2)NCCOC)C#N